para-Anisaldehyd C(C1=CC=C(C=C1)OC)=O